FC(C(=O)O)(F)F.NC=1C=2N(C=C(N1)C1=CN=C(S1)C)C(=CN2)C=2C=C1CN(C(C1=C(C2)S(=O)(=O)C)=O)[C@@H](C)C2CC2 (S)-5-(8-Amino-6-(2-methylthiazol-5-yl)imidazo[1,2-a]pyrazin-3-yl)-2-(1-cyclopropylethyl)-7-(methylsulfonyl)isoindolin-1-one, trifluoroacetate salt